methyl (Z)-2-((tert-butoxycarbonyl)amino)-3-(4-((tert-butyldimethylsilyl)oxy)-2-chlorophenyl)acrylate C(C)(C)(C)OC(=O)N\C(\C(=O)OC)=C/C1=C(C=C(C=C1)O[Si](C)(C)C(C)(C)C)Cl